ClC1=C(C=CC=C1C1=C(C(=NC=C1)C1=CC(=CC(=C1)CNC[C@@H]1NC(CC1)=O)OC)Cl)C1=CC=C(C(=N1)OC)CNC[C@@H]1CCC(N1)=O (S)-5-((((6-(2-chloro-3-(3-chloro-2-(3-methoxy-5-(((((R)-5-oxopyrrolidin-2-yl)methyl)amino)methyl)phenyl)pyridin-4-yl)phenyl)-2-methoxypyridin-3-yl)methyl)amino)methyl)pyrrolidin-2-one